O1CC(CC1)CN1CCN(CC1)CC1=CC=2N(C=C1)N=CC2N2C(NC(CC2)=O)=O 1-(5-((4-((tetrahydrofuran-3-yl)methyl)piperazin-1-yl)methyl)pyrazolo[1,5-a]pyridin-3-yl)dihydropyrimidine-2,4(1H,3H)-dione